C1(CCCCC1)=NN cyclohexanone hydrazone